ClC=1N=CC=2NC(=NC=3C=NN(C3C2C1)COCC[Si](C)(C)C)C1=C(C=CC=C1F)F 2-[[13-chloro-8-(2,6-difluorophenyl)-3,4,7,9,12-pentazatricyclo[8.4.0.02,6]tetradeca-1(10),2(6),4,7,11,13-hexaen-3-yl]methoxy]ethyl-trimethyl-silane